C(N)(O[C@@H]1[C@@H](C2=C(C=CC=C2C1)F)OCOC)=O (1R,2S)-7-fluoro-1-(methoxymethoxy)-2,3-dihydro-1H-inden-2-yl carbamate